FC1=C(C=CC=C1)C=1C(=CC=2N(N1)N=CC2C(=O)OCC)C ethyl 6-(2-fluorophenyl)-5-methyl-pyrazolo[1,5-b]pyridazine-3-carboxylate